(1s,3s)-3-((4-methoxy-5-(1-methyl-1H-benzo[d][1,2,3]triazol-6-yl)-7H-pyrrolo[2,3-d]pyrimidin-2-yl)amino)-1-methylcyclobutan-1-ol COC=1C2=C(N=C(N1)NC1CC(C1)(O)C)NC=C2C=2C=CC1=C(N(N=N1)C)C2